methyl (S)-5-((tert-butoxycarbonyl)amino)-2-cinnamamido-pentanoate C(C)(C)(C)OC(=O)NCCC[C@@H](C(=O)OC)NC(C=CC1=CC=CC=C1)=O